(S)-N1-(1-(1-Adamantylmethyl)-2-oxo-1,2-dihydropyridin-3-yl)-N6-ethyl-2-(1-methyl-1H-pyrazol-5-carboxamido)-5-oxohexandiamid C12(CC3CC(CC(C1)C3)C2)CN2C(C(=CC=C2)NC([C@H](CCC(C(=O)NCC)=O)NC(=O)C2=CC=NN2C)=O)=O